C(C)(C)(C)OC(=O)[C@H]1CN(CCN1)C=1N=CC2=C(N1)CCN(C2)C(=O)OC(C)(C)C tert-butyl (R)-2-(3-(tert-butoxycarbonyl) piperazin-1-yl)-7,8-dihydropyrido[4,3-d]pyrimidine-6(5H)-carboxylate